6-morpholino-3-pyridylboronic acid O1CCN(CC1)C1=CC=C(C=N1)B(O)O